methyl 5-bromo-3-((phenoxycarbonyl)amino)thiophene-2-carboxylate BrC1=CC(=C(S1)C(=O)OC)NC(=O)OC1=CC=CC=C1